Fmoc-L-threitol C(=O)(OCC1C2=CC=CC=C2C2=CC=CC=C12)C([C@H](O)[C@@H](O)CO)O